1,1'-methylenebis(naphthalene-2-amine) C(C1=C(C=CC2=CC=CC=C12)N)C1=C(C=CC2=CC=CC=C12)N